Trimethylolamine hydrochloride Cl.C(O)N(CO)CO